2-(4-(6-((4-Chloro-2-fluorobenzyl)oxy)pyridin-2-yl)phenyl)acetic acid ClC1=CC(=C(COC2=CC=CC(=N2)C2=CC=C(C=C2)CC(=O)O)C=C1)F